COCCCN1C[C@@H](NCCC1)C (3S)-1-(3-methoxypropyl)-3-methyl-1,4-diazepane